2-oxoazetidine-1-carboxylic acid ethyl ester C(C)OC(=O)N1C(CC1)=O